FC(C1=CC=C(C=N1)N1CCN(CC1)C=O)(F)F (4-(6-(trifluoromethyl)pyridin-3-yl)piperazin-1-yl)methanone